N=1C(CCC1C(=O)Cl)=O 5-Azolin-2-one-5-carboxylic acid chloride